ClC=1C=CC2=C(N(C(=N2)C=2N=C(SC2)C2=CC=CC=C2)C)C1 4-(6-chloro-1-methyl-1H-benzo[d]imidazol-2-yl)-2-phenylthiazole